2-(9,9'-spirobi[fluorene]-2-yl)naphtho[2,3-b]benzofuran C1=C(C=CC=2C3=CC=CC=C3C3(C12)C1=CC=CC=C1C=1C=CC=CC13)C=1C=CC3=C(C2=C(O3)C=C3C=CC=CC3=C2)C1